(5,6,7,8-tetrahydro-1,6-naphthyridin-2-yl)phosphonic acid monohydrate O.N1=C(C=CC=2CNCCC12)P(O)(O)=O